4-chloro-N-methyl-N-(2-oxo-2-(4-(5-(trifluoromethyl)-1,2,4-oxadiazol-3-yl)phenyl)ethyl)benzenesulfonamide ClC1=CC=C(C=C1)S(=O)(=O)N(CC(C1=CC=C(C=C1)C1=NOC(=N1)C(F)(F)F)=O)C